methyl 3-(1-[(tert-butoxy)carbonyl]aminocyclopropyl)benzoate C(C)(C)(C)OC(=O)NC1(CC1)C=1C=C(C(=O)OC)C=CC1